Triphenyl-methan C1(=CC=CC=C1)C(C1=CC=CC=C1)C1=CC=CC=C1